(9R)-4-((R)-1-(2-aminopyridin-3-yl)ethyl)-8-chloro-10-fluoro-2-(2-(1-methylpyrrolidin-2-yl)ethoxy)-5,6-dihydro-4H-[1,4]oxazepino[5,6,7-de]quinazolin NC1=NC=CC=C1[C@@H](C)N1CCOC=2C=3C1=NC(=NC3C(=CC2Cl)F)OCCC2N(CCC2)C